CC=1C=C(C=CC1)C=1C=NC=CC1C(=O)NC1CCC(CC1)NC1=CC(=NC2=CC=C(C=C12)Cl)C(F)(F)F 3-(3-methylphenyl)-N-[(1s,4s)-4-{[6-chloro-2-(trifluoromethyl)quinolin-4-yl]amino}cyclohexyl]pyridine-4-carboxamide